2-methoxy-4-(3-(4,4,5,5-tetramethyl-1,3,2-dioxaborolan-2-yl)phenyl)pyridine COC1=NC=CC(=C1)C1=CC(=CC=C1)B1OC(C(O1)(C)C)(C)C